benzyl-tributyl-amine C(C1=CC=CC=C1)CCCCN(CCCC)CCCC